(3S)-3-{5-[3-(iodomethyl)cyclobutyl]-3-methyl-2-oxo-1,3-benzodiazol-1-yl}-1-{[2-(trimethylsilyl)ethoxy]methyl}piperidine-2,6-dione ICC1CC(C1)C1=CC2=C(N(C(N2C)=O)[C@@H]2C(N(C(CC2)=O)COCC[Si](C)(C)C)=O)C=C1